(R)-N-(2-Fluoro-3-hydroxy-3-methylbutyl)-4-(isopropylamino)-2-(2-methylthiazol-5-yl)thieno[2,3-b]pyridin-5-carboxamid F[C@H](CNC(=O)C=1C(=C2C(=NC1)SC(=C2)C2=CN=C(S2)C)NC(C)C)C(C)(C)O